C(CCCCCCCCCCCCCCCCCCCCCCCCCCCCCCCCCCCCCC)(=O)OCCCCCCCCCCCCCCCCC heptadecan-1-yl nonatriacontanoate